NC[C@H](CC(=O)OCCOC)CC(C)C 2-methoxyethyl (3S)-3-(aminomethyl)-5-methylhexanoate